5-(5-cyclobutyl-1,2,4-oxadiazol-3-yl)-1-(propan-2-yl)-1H-1,2,3-benzotriazole C1(CCC1)C1=NC(=NO1)C1=CC2=C(N(N=N2)C(C)C)C=C1